N1C=C(C2=CC=CC=C12)N1C(C2=CC(=C(C=C2C(=C1)C(=O)N1CCCCC1)OC)OC)=O 2-(1H-indol-3-yl)-6,7-dimethoxy-4-(piperidine-1-carbonyl)isoquinolin-1(2H)-one